CC12CC3(CC(CC(C1)(C3)C)C2)NCCC 3-(3,5-dimethyl-1-adamantyl)aminopropane